NCC1(CCN(CC1)C(=O)OC(C)(C)C)O tert-butyl 4-(aminomethyl)-4-hydroxy-1-piperidinecarboxylate